C1(CC1)C=1C(NC(N(C1)C=1C=NN2C1C=C(C=C2)C[C@H]2C[C@@H](N(CC2)CC(C)C)C)=O)=O 5-cyclopropyl-1-(5-(((2S,4R)-1-isobutyl-2-methylpiperidin-4-yl)methyl)pyrazolo[1,5-a]pyridin-3-yl)pyrimidine-2,4(1H,3H)-dione